tert-butyl 4-[5-(1-methoxy-3-methyl-1-oxobutan-2-yl)-1,2-oxazol-3-yl]piperazine-1-carboxylate COC(C(C(C)C)C1=CC(=NO1)N1CCN(CC1)C(=O)OC(C)(C)C)=O